CC1=NC=CC(=C1)C1=C(C=NC(=C1)C)C(=O)N 2',6-dimethyl-(4,4'-bipyridine)-3-carboxamide